N(=[N+]=[N-])CC1=CC=C(CNC(OC(C)(C)C)=O)C=C1 Tert-butyl (4-(azidomethyl)benzyl)carbamate